C1(=C(C=CC=C1)OB(O)O)C1=CC=CC=C1 2-biphenylylboric acid